(4-bromo-2,5-difluorobenzyl)cyclopropylamine BrC1=CC(=C(CNC2CC2)C=C1F)F